OC=1C(=NC=C(C1)C#C[Si](C)(C)C)C(=O)NCC(C(=O)[O-])(C)C 3-(3-Hydroxy-5-((trimethylsilyl) ethynyl) pyridinecarboxamido)-2,2-dimethylpropionate